FC1=C(C=CC(=C1)N)N1CCN(CC1)C 1-(2-fluoro-4-aminophenyl)-4-methylpiperazine